4-(2-((6-(4H-1,2,4-triazol-4-yl)-1H-indazol-4-yl)oxy)ethoxy)-N-(3-chloro-4-(trifluoromethoxy)benzyl)butan-1-amine N=1N=CN(C1)C1=CC(=C2C=NNC2=C1)OCCOCCCCNCC1=CC(=C(C=C1)OC(F)(F)F)Cl